N-(9,12-octadecadienoyl)glutamic acid C(CCCCCCCC=CCC=CCCCCC)(=O)N[C@@H](CCC(=O)O)C(=O)O